3-(4-methyl-2-oxopiperazin-1-yl)-7,8-dihydro-1,6-naphthyridin CN1CC(N(CC1)C=1C=NC=2CCN=CC2C1)=O